COC=1C(=CC2=CN(N=C2C1)C1CCN(CC1)CCC1CCNCC1)NC(C1=NC(=CC=C1)C(F)(F)F)=O N-(6-Methoxy-2-(1-(2-(piperidin-4-yl)ethyl)piperidin-4-yl)-2H-indazol-5-yl)-6-(Trifluoromethyl)picolinamide